3-(1,5-diazabicyclo[3.2.1]octan-8-yl)-2',5,5'-trimethyl-[1,1'-biphenyl]-2-ol N12CCCN(CC1)C2C2=C(C(=CC(=C2)C)C2=C(C=CC(=C2)C)C)O